BrCC1=CC=C(C=C1)C(C#N)(C)C 2-(4-(bromomethyl)phenyl)-2-methylpropanenitrile